O=C1NC2=C(N1CCNC(OC(C)(C)C)=O)C=CC=C2 tert-butyl (2-(2-oxo-2,3-dihydro-1H-benzo[d]imidazol-1-yl)ethyl)carbamate